1,4-bis(1-methylethyl)-benzene CC(C)C1=CC=C(C=C1)C(C)C